4-[(2R,6S)-2,6-dimethylmorpholin-4-yl]-8,14-dioxa-10,19,20-triazatetracyclo[13.5.2.12,6.018,21]tricosa-1(20),2,4,6(23),15,17,21-heptaen-9-one C[C@@H]1CN(C[C@@H](O1)C)C=1C=C2C3=NNC4=CC=C(OCCCNC(OCC(C1)=C2)=O)C=C34